C(C1=CC=CC=C1)N1N=C(C=2C1=NC(=NC2)C#N)C2=CC=CC=C2 1-benzyl-3-phenyl-1H-pyrazolo[3,4-d]pyrimidine-6-carbonitrile